5-bromo-3-methoxy-4-methylpicolinonitrile BrC=1C(=C(C(=NC1)C#N)OC)C